C(C)(C)C=1C=C(C=CC1OC1=C2C(=NC=C1)NN=C2)N2C(N(CC2=O)C2=CC(=CC=C2)OC(F)(F)F)=O 3-[3-isopropyl-4-(1H-pyrazolo[3,4-b]pyridin-4-yloxy)phenyl]-1-[3-(trifluoromethoxy)phenyl]-2,4-imidazolidinedione